COCOC1=CC2=CC=C3C(=C2C(=C1)B1OC(C(O1)(C)C)(C)C)C(CC3)C 2-(7-(methoxymethoxy)-1-methyl-2,3-dihydro-1H-cyclopenta[a]naphthalen-9-yl)-4,4,5,5-tetramethyl-1,3,2-dioxaborolane